N(N)C(=O)C1CN(C1)C(=O)OC(C)(C)C tert-butyl 3-(hydrazinecarbonyl)azetidine-1-carboxylate